2-fluoro-2-(4-(1-(4-(trifluoromethoxy)phenyl)-1H-1,2,4-triazol-3-yl)cyclohex-3-en-1-yl)ethan-1-amine FC(CN)C1CC=C(CC1)C1=NN(C=N1)C1=CC=C(C=C1)OC(F)(F)F